rac-cis-2,4-dimethoxy-N-(2-methyl-8'-(2-oxooxazolidin-3-yl)-4'H-spiro[cyclopropane-1,5'-naphtho[2,1-d]isoxazol]-3'-yl)pyridine-3-sulfonamide COC1=NC=CC(=C1S(=O)(=O)NC1=NOC2=C1CC1(C3=CC=C(C=C32)N3C(OCC3)=O)C(C1)C)OC